FC1(CCN(CC1)C=1N=C(C=C2C1OC=C2)C2=NN=C(O2)C2=C(C=C(C=C2)NS(=O)(=O)CCF)N2CCC1(CC1)CC2)F N-(4-(5-(7-(4,4-difluoropiperidin-1-yl)furo[2,3-c]pyridin-5-yl)-1,3,4-oxadiazol-2-yl)-3-(6-azaspiro[2.5]octan-6-yl)phenyl)-2-fluoroethane-1-sulfonamide